methyl 2-bromo-4,5-dihydroxybenzoate BrC1=C(C(=O)OC)C=C(C(=C1)O)O